N-((1S,4S)-4-(6-(2-chlorophenyl)-5-methyl-2-((3-methyl-4-(4-methylpiperazin-1-yl)phenyl)amino)-7-oxopyrido[2,3-d]pyrimidin-8(7H)-yl)cyclohexyl)propanamide ClC1=C(C=CC=C1)C1=C(C2=C(N=C(N=C2)NC2=CC(=C(C=C2)N2CCN(CC2)C)C)N(C1=O)C1CCC(CC1)NC(CC)=O)C